7-(p-tolyl)pyrrolo[1,2-b]pyridazine C1(=CC=C(C=C1)C1=CC=C2N1N=CC=C2)C